2-((2-(6-(tert-Butyl)pyrimidin-4-yl)-4-cyano-1H-pyrrolo[2,3-c]pyridin-5-yl)thio)-2-methylpropanoic acid C(C)(C)(C)C1=CC(=NC=N1)C1=CC=2C(=CN=C(C2C#N)SC(C(=O)O)(C)C)N1